FC1=C(C(=C(C=C1)C)F)F tri-fluoro-methyl-benzene